2-[2-chloro-6-cyano-4-[1-[4-[[2-(methanesulfonamido)pyrimidin-4-yl]methoxy]phenyl]-1-methyl-ethyl]phenoxy]-N-[2-(2,6-dioxo-3-piperidyl)-1-oxo-isoindolin-5-yl]acetamide ClC1=C(OCC(=O)NC=2C=C3CN(C(C3=CC2)=O)C2C(NC(CC2)=O)=O)C(=CC(=C1)C(C)(C)C1=CC=C(C=C1)OCC1=NC(=NC=C1)NS(=O)(=O)C)C#N